1-octylnonyl 8-[(2S)-3-[2-[2-[2-(2-hydroxyethoxy)ethoxy]ethoxy] ethoxy]-2-[8-(1-octylnonoxy)-8-oxo-octoxy]propoxy]octanoate OCCOCCOCCOCCOC[C@H](COCCCCCCCC(=O)OC(CCCCCCCC)CCCCCCCC)OCCCCCCCC(=O)OC(CCCCCCCC)CCCCCCCC